ethoxy-1-methyl-2-oxo-1,2-dihydroquinoline-3-carbonitrile C(C)OC1=C(C(N(C2=CC=CC=C12)C)=O)C#N